C[C@]12CCCC[C@H]2CC[C@@H]1[C@@H](\C=C\C(=C(C)C)C)C octahydro-7a-methyl-1-[(1R,2E,4S)-1,4,5-trimethyl-2,4-hexadien-1-yl]-(1R,3aS,7aR)-1H-indene